6-(3-(2,2-difluoropropyl)azetidin-1-yl)quinoline-4-carboxylic acid methyl ester COC(=O)C1=CC=NC2=CC=C(C=C12)N1CC(C1)CC(C)(F)F